N1C=C(C2=CC=CC=C12)C[C@@H]1N(CCC2=CC(=C(C=C12)OCC)OC)CCS(=O)(=O)C (S)-1-((1H-indol-3-yl)methyl)-7-ethoxy-6-methoxy-2-(2-(methylsulfonyl)ethyl)-1,2,3,4-tetrahydroisoquinoline